FC(CC=O)(C(C(C(C(F)(F)F)(F)F)(F)F)(F)F)F 3,3,4,4,5,5,6,6,7,7,7-undecafluoroheptanal